(3-(6-amino-5-((1-propynylazetidin-3-yl)oxy)pyrimidin-4-yl)-5-fluoro-2-methylphenyl)-4-cyclopropyl-2-fluorobenzamide NC1=C(C(=NC=N1)C=1C(=C(C=C(C1)F)C=1C(=C(C(=O)N)C=CC1C1CC1)F)C)OC1CN(C1)C#CC